(bromomethyl)oxazole iridium(III) chloride [Ir](Cl)(Cl)Cl.BrCC=1OC=CN1